OC(C)(C)C1=CC(=CC=C1)Br 2-hydroxy-2-(3-bromophenyl)propane